(R)-N-(5-(4-(5-chloro-4-fluoro-2-(2-hydroxypropan-2-yl)phenylamino)pyrimidin-2-ylamino)-4-methoxy-2-(3-(methylamino)pyrrolidin-1-yl)phenyl)acrylamide TFA salt OC(=O)C(F)(F)F.ClC=1C(=CC(=C(C1)NC1=NC(=NC=C1)NC=1C(=CC(=C(C1)NC(C=C)=O)N1C[C@@H](CC1)NC)OC)C(C)(C)O)F